C1(CC1)CN(N=O)C1=CC=CC2=C1NC(CS2)=O N-(cyclopropylmethyl)-N-(3-oxo-4H-1,4-benzothiazin-5-yl)nitrous amide